ClC1=CC=C(C=C1)S(=O)(=O)N 4-Chlorobenzene-sulfonamide